NC=1CC(=CC2=C(N1)C=C(S2)CCCCCN(C(=O)OC(C)(C)C)C(=O)OC(C)(C)C)C(=O)OCC Ethyl 5-amino-2-(5-(bis(tert-butoxycarbonyl)amino)pentyl)-6H-thieno[3,2-b]azepine-7-carboxylate